N[C@@H]1C2=CC=CC=C2CC12CCN(CC2)C2=NC(=C1C(=N2)NN=C1C1=C(C2=C(N(N=C2C=C1)C)Cl)Cl)C#N (S)-6-(1-amino-1,3-dihydrospiro[indene-2,4'-piperidine]-1'-yl)-3-(3,4-dichloro-2-methyl-2H-indazol-5-yl)-1H-pyrazolo[3,4-d]Pyrimidine-4-carbonitrile